5-fluoro-2-(4-(((1s,3s)-3-hydroxycyclopentyl)amino)pyrido[3,4-d]pyridazin-1-yl)phenol FC=1C=CC(=C(C1)O)C1=C2C(=C(N=N1)N[C@@H]1C[C@H](CC1)O)C=NC=C2